pyrrolo[3',2':4,5]imidazo[1,2-c]pyrimidine N=1C=CC2=NC=3N(CN=CC3)C21